4-((8-isopropyl-2-((tetrahydro-2H-pyran-4-yl)amino)pyrazolo[1,5-a][1,3,5]triazine-4-yl)amino)piperidine-1-carboxylic acid (3-fluoroazetidine-3-yl)methyl ester FC1(CNC1)COC(=O)N1CCC(CC1)NC1=NC(=NC=2N1N=CC2C(C)C)NC2CCOCC2